6-(2-methoxy-5-(trifluoromethyl)phenyl)thiainine COC1=C(C=C(C=C1)C(F)(F)F)C1=CC=CCS1